N-(6-methoxy-3-methyl-2,4-dioxo-1-(prop-2-yn-1-yl)-1,2,3,4-tetrahydropyrimidin-5-yl)ethenesulfonamide COC1=C(C(N(C(N1CC#C)=O)C)=O)NS(=O)(=O)C=C